FC(CC(=O)N)(F)F 3,3,3-trifluoropropionamide